COC1=CC=C(C=C1)C1=NOC(=N1)C1CCC(CC1)C(=O)NCC1CNCC1 (1r,4r)-4-[3-(4-methoxyphenyl)-1,2,4-oxadiazol-5-yl]-N-(pyrrolidin-3-ylmethyl)cyclohexane-1-carboxamide